ClC(C(=O)N1CCC(CC1)OC=1C=C2C(=NC=NC2=CC1OC)NC=1C=C(C=CC1OC)C1=C(C=C(C=C1)F)F)F 2-chloro-1-(4-((4-((2',4'-difluoro-4-methoxy-[1,1'-biphenyl]-3-yl)amino)-7-methoxy-quinazolin-6-yl)oxy)piperidin-1-yl)-2-fluoroethan-1-one